2-(4-(methoxymethoxy)benzo[b]thiophene-5-yl)-4,4,5,5-tetramethyl-1,3,2-dioxaborolane COCOC1=C(C=CC=2SC=CC21)B2OC(C(O2)(C)C)(C)C